OCCN1C(CCCC1)=O (2-hydroxyethyl)-2-piperidone